3-(tert-butoxy)-N-(4-(2-((1-isopropyl-1H-pyrazol-4-yl)amino)pyrimidin-4-yl)-2-(trifluoromethyl)benzyl)azetidine-1-carboxamide C(C)(C)(C)OC1CN(C1)C(=O)NCC1=C(C=C(C=C1)C1=NC(=NC=C1)NC=1C=NN(C1)C(C)C)C(F)(F)F